4-(4-(4-(10-Hydroxy-3-phenyl-5H-imidazo[1,2-c]pyrido[3,2-e][1,3]oxazin-2-yl)benzyl)piperazin-1-yl)pyrimidine-2-carbonitrile OC1=CC=NC2=C1C=1N(CO2)C(=C(N1)C1=CC=C(CN2CCN(CC2)C2=NC(=NC=C2)C#N)C=C1)C1=CC=CC=C1